C(CCC)NC([C@H]([C@@H]([C@@H]([C@H](C(=O)O)O)O)O)O)=O N-butyl-D-galactaric acid amide